CC1=NC2=CC3=C(C=C2C(N1)=O)N(CC3)CCN3CCOCC3 2-methyl-6-(2-morpholinylethyl)-7,8-dihydro-3H-pyrrolo[2,3-g]quinazolin-4(6H)-one